2-[4-[4-[(2,6-dioxo-3-piperidinyl)amino]phenyl]-1-piperidinyl]acetamide O=C1NC(CCC1NC1=CC=C(C=C1)C1CCN(CC1)CC(=O)N)=O